C1(CCC2=CC=CC=C12)C(=O)C=1SC=CC1 (2,3-dihydro-1H-inden-1-yl)(thiophen-2-yl)methanone